(E) and (Z)-pent-4-en-1-one C(CCC=C)=O